seleno-ribose [Se]=C[C@H](O)[C@H](O)[C@H](O)CO